4-chloro-N-(3-(quinoxaline-6-carbonyl)phenyl)-3-(trifluoromethyl)benzamide ClC1=C(C=C(C(=O)NC2=CC(=CC=C2)C(=O)C=2C=C3N=CC=NC3=CC2)C=C1)C(F)(F)F